CC(C)(OCCO)C1CCC(CC1)C 2-[1-methyl-1-(4-methylcyclohexyl)ethoxy]ethanol